N-[2-[(3R)-3-aminopyrrolidin-1-yl]-2-oxo-ethyl]-4-[[3-[1-(2,2-difluoroethyl)-3-(trifluoromethyl)pyrazol-4-yl]imidazo[1,2-a]pyrazin-8-yl]amino]-2-ethyl-benzamide N[C@H]1CN(CC1)C(CNC(C1=C(C=C(C=C1)NC=1C=2N(C=CN1)C(=CN2)C=2C(=NN(C2)CC(F)F)C(F)(F)F)CC)=O)=O